(rac)-ethyl 3-(4-((tert-butyldimethylsilyl)oxy)butan-2-yl)-7-(3-ethyl-5-(hydroxymethyl)-1-methyl-1H-pyrazol-4-yl)-6-methyl-1H-indole-2-carboxylate [Si](C)(C)(C(C)(C)C)OCC[C@@H](C)C1=C(NC2=C(C(=CC=C12)C)C=1C(=NN(C1CO)C)CC)C(=O)OCC |r|